NC1=C(N=C2N1C=CC(=C2)C#N)C=2OC1=C(C2)C=C(C=C1)OCCF 3-Amino-2-[5-(2-fluoroethoxy)-1-benzofuran-2-yl]imidazo[1,2-a]pyridine-7-carbonitrile